N-(2-(4-(azidomethyl)piperidin-1-yl)ethyl)-4-chlorobenzenesulfonamide N(=[N+]=[N-])CC1CCN(CC1)CCNS(=O)(=O)C1=CC=C(C=C1)Cl